(E)-1-(5-((1R,2S,3R)-1,2,3,4-tetrahydroxybutyl)-1H-imidazol-2-yl)ethanone oxime O[C@@H]([C@@H]([C@@H](CO)O)O)C1=CN=C(N1)/C(/C)=N/O